BrC=1C=C(C(=C2C=C(N=CC12)Cl)C(C)C)F 8-bromo-3-chloro-6-Fluoro-5-isopropylisoquinoline